(S)-10-(4,4-difluorocyclohex-1-en-1-yl)-7-((3S,5R)-3,5-dimethylpiperazin-1-yl)-3-(methoxymethyl)-9-(trifluoromethyl)-2,3-dihydro-5H-[1,4]thiazino[2,3,4-ij]quinazolin-5-one FC1(CC=C(CC1)C1=C(C=C2C(=NC(N3C2=C1SC[C@@H]3COC)=O)N3C[C@@H](N[C@@H](C3)C)C)C(F)(F)F)F